OC1=C2[C@H]3[C@H](C(OC2=CC(=C1)C(C(=O)OCCCC)C)(C)C)CC=C(C3)C Butyl 2-((6aR,10aR)-1-hydroxy-6,6,9-trimethyl-6a,7,10,10a-tetrahydro-6H-benzo[c]chromen-3-yl)propanoate